[Cl-].C(C(C)C)[N+]1=CC(=CC=C1)C i-butyl-3-methylpyridinium chloride